[Mo]=S Molybdenous sulfide